NC1=C(SC=2N=C(SC21)C)C(=O)NC2CC=1C=CC(=NC1CC2)N2CC1(OCC(O1)(C)C)C(C2)N 6-amino-N-(2-{9-amino-2,2-dimethyl-1,4-dioxa-7-azaspiro[4.4]nonan-7-yl}-5,6,7,8-tetrahydroquinolin-6-yl)-2-methylthieno[2,3-d][1,3]thiazole-5-carboxamide